N[C@]1(CN(CC1)C1=C(C(=C(C=2CCOC21)Cl)Br)CN2C1=NC=NC(=C1N=C2)N)C(=O)NC2CC2 (R)-3-Amino-1-(6-((6-amino-9H-purin-9-yl)methyl)-5-bromo-4-chloro-2,3-Dihydrobenzofuran-7-yl)-N-cyclopropylpyrrolidin-3-carboxamide